7,11-hexadecadien-1-yl acetate ((Z,Z)-7,11-hexadecadien-1-yl acetate) C(CCCCC\C=C/CC\C=C/CCCC)CC(=O)O.C(C)(=O)OCCCCCCC=CCCC=CCCCC